C(C)(C)(C)C1=NC(=C(C(=O)O)C(=C1)CCCCCOC(C1=CC=CC=C1)=O)C=C tert-butyl-4-(5-(benzoyloxy)pentyl)-2-vinylnicotinic acid